N[C@H](C(=O)O)[C@@H](C)C1=CC=CC=C1 (2S,3S)-2-amino-3-phenyl-butyric acid